OC[C@H]1O[C@@]2(CCCO2)[C@@H]([C@H]([C@H]1O)N1N=NC(=C1)C1=CC(=C(C(=C1)F)F)F)OC (5S,7R,8R,9S,10R)-7-(hydroxymethyl)-10-methoxy-9-(4-(3,4,5-trifluorophenyl)-1H-1,2,3-triazol-1-yl)-1,6-dioxaspiro[4.5]decan-8-ol